methyl-indazole-1-carboxylate COC(=O)N1N=CC2=CC=CC=C12